copper selenocarboxylate C(=[Se])[O-].[Cu+2].C(=[Se])[O-]